6-(4-((S)-3-Methyl-1-((R)-3-oxo-4-(trifluoromethyl)-3,5,6,7-tetrahydro-2H-cyclopenta[c]pyridazin-7-yl)pyrrolidine-3-carbonyl)piperazin-1-yl)nicotinonitrile C[C@]1(CN(CC1)[C@@H]1CCC=2C1=NNC(C2C(F)(F)F)=O)C(=O)N2CCN(CC2)C2=NC=C(C#N)C=C2